6-chloro-4-[3-(trifluoromethyl)-7,8-dihydro-5H-1,6-naphthyridin-6-yl]quinazoline ClC=1C=C2C(=NC=NC2=CC1)N1CC=2C=C(C=NC2CC1)C(F)(F)F